F[B-](F)(F)F.C(C1=CC=CC=C1)P(CC1=CC=CC=C1)CC1=CC=CC=C1.C(C1=CC=CC=C1)P(CC1=CC=CC=C1)CC1=CC=CC=C1 bis(tribenzylphosphine) tetrafluoroborate